isopropyl-methylthiazole C(C)(C)C=1N=C(SC1)C